[Si](C)(C)(C(C)(C)C)OCCNC(C1=C(C=C(C=C1)Cl)[N+](=O)[O-])=O N-{2-[(tert-butyldimethylsilyl)oxy]ethyl}-4-chloro-2-nitrobenzamide